NC1=NC(=C(C=2C1=NN(N2)CC2=NC=CC=C2)Br)C=2C=C(C#N)C=CC2 3-(4-amino-7-bromo-2-(pyridin-2-ylmethyl)-2H-[1,2,3]triazolo[4,5-C]pyridin-6-yl)benzonitrile